C[C@@H]1CCC=2C1=NC1=C(C2NC(OCC(Cl)(Cl)Cl)=O)CCC1 2,2,2-trichloroethyl (R)-(3-methyl-1,2,3,5,6,7-hexahydrodicyclopenta[b,e]pyridin-8-yl)carbamate